NCC=1C(=NC=C(C1)F)N (aminomethyl)-5-fluoropyridin-2-amine